CC1=NC=2N(C(=C1CC1=CC=C(C=C1)B(O)O)N1CCCC1)N=CN2 [4-[(5-methyl-7-pyrrolidin-1-yl-[1,2,4]triazolo[1,5-a]pyrimidin-6-yl)methyl]phenyl]boronic acid